ClC=1C=CC(=NC1)NC=NO N-(5-chloropyridin-2-yl)carboxamide oxime